COC1=C(C=C(C(=C1)CCCCCC(F)(F)F)OC)CC(CC)NC(OC(C)(C)C)=O tert-butyl (1-(2,5-dimethoxy-4-(6,6,6-trifluorohexyl)phenyl)butan-2-yl)carbamate